N-(2-(dimethylamino)ethyl)dibenzo[b,d]Furan-2-carboxamide trifluoroacetate FC(C(=O)O)(F)F.CN(CCNC(=O)C1=CC2=C(OC3=C2C=CC=C3)C=C1)C